C(CCC)OC=1C=C(C=O)C=CC1OCCCC 3,4-dibutoxybenzaldehyde